8'-Bromo-7'-fluoro-3-(4-fluorophenyl)spiro[cyclobutane-1,1'-pyrrolo[2,3-c]quinolin]-2'(3'H)-one BrC1=CC=2C3=C(C=NC2C=C1F)NC(C31CC(C1)C1=CC=C(C=C1)F)=O